P(O)(=O)(OP(=O)(O)OP(=O)(O)O)OC[C@@H]1[C@H](C[C@@H](O1)N1C(=O)N=C(NC(CCCCC)=O)C=C1)O N4-hexanoyl-2'-deoxycytidine-5'-triphosphate